6-chloro-N-[5-(cyanomethyl)-4,6-dimethoxy-pyrimidin-2-yl]-1H-indole-3-sulfonic acid amide ClC1=CC=C2C(=CNC2=C1)S(=O)(=O)NC1=NC(=C(C(=N1)OC)CC#N)OC